BrC=1C=C(C(=NC1)C(=C)C)OC 5-bromo-3-methoxy-2-(prop-1-en-2-yl)pyridine